C(C)(C)(C)OCCOC1=NC(=NC=C1)Cl 4-(2-(tert-butoxy)ethoxy)-2-chloropyrimidine